Br.ClC=1C(=C(C(=CC1)N1N=NC(=C1)OCC)C1=CC(=NC=N1)O)F 6-(3-chloro-6-(4-ethoxy-1H-1,2,3-triazol-1-yl)-2-fluorophenyl)pyrimidin-4-ol, hydrobromide